N-[(1R,3s,5S)-1,5-dimethyl-8-azabicyclo[3.2.1]oct-3-yl]-6-(7-fluoro-2-methyl-2H-indazol-5-yl)-N-methyl-[1,3]thiazolo[4,5-c]pyridin-2-amine C[C@]12CC(C[C@](CC1)(N2)C)N(C=2SC1=C(C=NC(=C1)C1=CC3=CN(N=C3C(=C1)F)C)N2)C